4-(1-cyclopropyl-3-(trifluoromethyl)-1H-pyrazol-5-yl)cyclohexan-1-one C1(CC1)N1N=C(C=C1C1CCC(CC1)=O)C(F)(F)F